ClC=1S(C=C(N1)CC(=O)O)=O 2-(2-chloro-1-oxo-1,3-thiazol-4-yl)acetic acid